3-(o-tolylamino)-5-(trifluoromethyl)thiophene-2-carboxamide C1(=C(C=CC=C1)NC1=C(SC(=C1)C(F)(F)F)C(=O)N)C